4-[(4-biphenylylmethyl)thio]-1-butanol C1(=CC=C(C=C1)CSCCCCO)C1=CC=CC=C1